OCC[NH+](C)CCO di-(hydroxyethyl)-methyl-ammonium